ClC=1C(=NC(=NC1)NC=1C=CC2=C(CCC[C@@H](C2)N2CCN(CC2)CCO)C1OC)NC1=C(C(=O)NC)C=CC=C1 (S)-2-((5-chloro-2-((6-(4-(2-hydroxyethyl)piperazin-1-yl)-1-methoxy-6,7,8,9-tetrahydro-5H-benzo[7]annulen-2-yl)amino)pyrimidin-4-yl)amino)-N-methylbenzamide